calcium zinc stearate C(CCCCCCCCCCCCCCCCC)(=O)[O-].[Zn+2].[Ca+2].C(CCCCCCCCCCCCCCCCC)(=O)[O-].C(CCCCCCCCCCCCCCCCC)(=O)[O-].C(CCCCCCCCCCCCCCCCC)(=O)[O-]